C(C=C)(=O)N1CCN(CC1)C1=NC(N2C3=C(C(=C(C=C13)C(F)(F)F)C1=CC(=C(C=C1)F)Cl)SCC1(C2)COC1)=O 8'-(4-acryloylpiperazin-1-yl)-11'-(3-chloro-4-fluorophenyl)-10'-(trifluoromethyl)-2'H,4'H,6'H-spiro[oxetane-3,3'-[1,4]thiazepino[2,3,4-ij]quinazolin]-6'-one